2-((2-methoxy-4-(1-methyl-1H-pyrazol-4-yl)phenyl)amino)-4-((2-methoxyethyl)amino)-7H-pyrrolo[2,3-d]pyrimidine-5-carbonitrile COC1=C(C=CC(=C1)C=1C=NN(C1)C)NC=1N=C(C2=C(N1)NC=C2C#N)NCCOC